[Au].[Cr].[Ni] nickel-chromium gold